1-(6-cyclopropyl-2-((methylamino)methyl)imidazo[1,2-a]pyrazin-8-yl)-3-methylimidazolidine-2,4-dione C1(CC1)C=1N=C(C=2N(C1)C=C(N2)CNC)N2C(N(C(C2)=O)C)=O